C(#N)C1=CC=C(C=N1)C1=C(SC=C1)C(=O)N (6-Cyanopyridin-3-yl)thiophene-2-carboxamide